tert-butyl (4-methoxybenzyl)(4-{[(2R,3S)-2-(methylsulfonyl)-4-oxoazetidin-3-yl]methyl}pyridin-2-yl)carbamate COC1=CC=C(CN(C(OC(C)(C)C)=O)C2=NC=CC(=C2)C[C@@H]2[C@H](NC2=O)S(=O)(=O)C)C=C1